OC=1C=C2C=CC(=CC2=CC1)C1=CC=CC=2C3=CC=CC=C3CC12 (6-hydroxy-2-naphthyl)fluorene